C(C=C)C1=C(C=CC=C1)C(=O)OC1=CC=CC=C1 1-allyl-2-(phenyloxycarbonyl)benzene